C[C@@H]1C(O[C@H]2[C@H]1[C@H]1N(CCC2)[C@@H](CC1)[C@@H]1OC(C(=C1)C)=O)=O (1S,3aR,8S,10aS,10bR)-1-methyl-8-((R)-4-methyl-5-oxo-2,5-dihydrofuran-2-yl)decahydro-2H-furo[3,2-c]pyrrolo[1,2-a]azepin-2-one